N-[7-[2-[(1S,5R)-3-methyl-3-azabicyclo[3.1.0]hexan-1-yl]ethynyl]-4-(4-phenoxyanilino)quinazolin-6-yl]prop-2-enamide CN1C[C@]2(C[C@H]2C1)C#CC1=C(C=C2C(=NC=NC2=C1)NC1=CC=C(C=C1)OC1=CC=CC=C1)NC(C=C)=O